3-(2-pyridyldithio)propancarbamic acid N1=C(C=CC=C1)SSCCCNC(=O)O